[Br-].[Br-].C(CCCCCCCCC[N+]12CCN(CC1)CC2)[N+]21CCN(CC2)CC1 1,1'-(Decan-1,10-diyl)bis[4-aza-1-azoniabicyclo[2.2.2]octane] dibromide